FCCN1C=C(C=C1)C(=O)N 1-(2-fluoroethyl)-1H-pyrrole-3-carboxamide